ClC(C1=NC(=NO1)C1=CC=2N(C=C1)C(=C(N2)C)N=S(=O)(C)C2=CC=C(C=C2)OC)(F)F ((7-(5-(chlorodifluoromethyl)-1,2,4-oxadiazol-3-yl)-2-methylimidazo[1,2-a]pyridin-3-yl)imino)(4-methoxyphenyl)(methyl)-λ6-sulfanone